(2R,2'R)-1,1'-(((1-(2-hydroxyethyl)-1H-pyrazol-4-yl)methyl)azanediyl)bis(dodecan-2-ol) OCCN1N=CC(=C1)CN(C[C@@H](CCCCCCCCCC)O)C[C@@H](CCCCCCCCCC)O